FC1=CC=C(C=C1)C=1C(=CN(C(C1)=O)C)C=1C=NN(C1)C1=C(C#N)C=CC(=C1)OC 2-{4-[4-(4-Fluoro-phenyl)-1-methyl-6-oxo-1,6-dihydro-pyridin-3-yl]-pyrazol-1-yl}-4-methoxy-benzonitrile